7-(2-(1-(1-(4-aminophenyl)azetidin-3-yl)piperidin-4-yl)ethoxy)-5-fluoro-2-(((tetrahydro-2H-pyran-4-yl)thio)methyl)quinazolin-4(3H)-one NC1=CC=C(C=C1)N1CC(C1)N1CCC(CC1)CCOC1=CC(=C2C(NC(=NC2=C1)CSC1CCOCC1)=O)F